2-pyranyl alcohol O1C(C=CC=C1)O